FC(C=1C=C(C=CC1)S(=O)(=O)N1C(C=2N(C3=CC=CC=C13)C=CC2)C2=C(C=CC1=CC=CC=C21)O)(F)F 1-(5-((3-(Trifluoromethyl)phenyl)sulfonyl)-4,5-dihydropyrrolo[1,2-a]quinoxalin-4-yl)naphthalen-2-ol